O1C(=NN=C1)C=1C=C(C(N2CCN(CC2)C(=O)N2N=C(C=C2)C(=O)OC(C)(C)C)C(F)(F)F)C=CC1 t-butyl 1-(4-(3-(1,3,4-oxadiazol-2-yl) (trifluoromethyl)benzyl)piperazine-1-carbonyl)-1H-pyrazole-3-carboxylate